CSC1=C(C(=CC=C1)C)Br 2-bromo-3-methylphenyl methyl sulfide